BrC=1C=C(C=C(C1)Br)NC(=O)N[C@@H]1CN(C[C@H]1C1=CC=C(C=C1)F)C(=O)OC(C)(C)C tert-butyl (3S,4R)-3-{[(3,5-dibromophenyl)carbamoyl]amino}-4-(4-fluorophenyl)pyrrolidine-1-carboxylate